N-(2-methylquinolin-6-yl)acetamide CC1=NC2=CC=C(C=C2C=C1)NC(C)=O